COCCN1C[C@@H]([C@H](CC1)NC(=O)C1=CC(=CC=2N(C=NC21)CC(F)(F)F)C#CCNC=2C=NC(=CC2OC)S(=O)(=O)C)C N-[(3S,4S)-1-(2-methoxyethyl)-3-methyl-4-piperidyl]-6-[3-(6-mesyl-4-methoxy-3-pyridylamino)-1-propynyl]-1-(2,2,2-trifluoroethyl)-1H-1,3-benzimidazole-4-carboxamide